2-bromo-4-(1,3-dithian-2-yl)phenyl 5-methylhexanoate CC(CCCC(=O)OC1=C(C=C(C=C1)C1SCCCS1)Br)C